(S)-3-hydroxy-4-methoxy-N-(2-methyl-1-(5-phenyl-1,2,4-oxadiazol-3-yl)propyl)picolinamide OC=1C(=NC=CC1OC)C(=O)N[C@@H](C(C)C)C1=NOC(=N1)C1=CC=CC=C1